ClC1=CNC2=NC=C(C=C21)C2=NN1C(C3(CCC1)CCN(CC3)C(=O)C3CCOCC3)=C2 [2'-(3-chloro-1H-pyrrolo[2,3-b]pyridin-5-yl)-6',7'-dihydro-5'H-spiro[piperidine-4,4'-pyrazolo[1,5-a]pyridin]-1-yl](oxan-4-yl)methanone